COC1=CC=C(C=C1)C=1SC=C(N1)/C(/C)=N/O (E)-1-(2-(4-methoxyphenyl)thiazol-4-yl)ethanone oxime